4-bromophenylacridine BrC1=CC=C(C=C1)C1=CC=CC2=NC3=CC=CC=C3C=C12